(3R)-1-(pyridin-3-ylmethyl)pyrrolidine-3-carboxylic acid hydrazide N1=CC(=CC=C1)CN1C[C@@H](CC1)C(=O)NN